C(CC(C(=O)N)CCCCCCCCCC(CCCCCC)O)C(C(=O)N)CCCCCCCCCC(CCCCCC)O ethylenebis(12-hydroxystearamide)